ClC1=C(C=CC=C1NC1=NC=CC(=C1F)CNCCO)C1=NC=CC(=C1F)C1=NC(=C(C=C1)CNCC1CCC(N1)=O)OC 5-((((2'-(2-chloro-3-((3-fluoro-4-(((2-hydroxyethyl)amino)methyl)pyridin-2-yl)amino)phenyl)-3'-fluoro-6-methoxy-[2,4'-bipyridin]-5-yl)methyl)amino)methyl)pyrrolidin-2-one